O=C1NC(CCC1NC1=CC=C(C=C1)C1CCN(CC1)CCCCCCCC(=O)OC(C)(C)C)=O tert-butyl 8-(4-(4-((2,6-dioxopiperidin-3-yl)amino)phenyl)piperidin-1-yl)octanoate